C(C)(C)(C)OC(=O)N[C@H]([C@@H](C)OCC1=CC=C(C=C1)C1CC(C1)CC(=O)O)CCC(N)=O [3-[4-([[(2R,3S)-3-[(tert-butoxycarbonyl)amino]-5-carbamoylpentan-2-yl]oxy]methyl)phenyl]cyclobutyl]acetic acid